N-(2-amino-4-bromo-5-methylphenyl)-4-(2-(trifluoromethyl)benzoyl)-1H-pyrrole-2-carboxamide NC1=C(C=C(C(=C1)Br)C)NC(=O)C=1NC=C(C1)C(C1=C(C=CC=C1)C(F)(F)F)=O